NC1=C(N=CC(=N1)N1CCC2([C@@H]([C@@H](OC2)C)NCC=2C(=C3CN(C(C3=CC2)=O)C2CNCCC2)F)CC1)SC1=C(C(=NC=C1)N)Cl 3-(5-((((3S,4S)-8-(6-amino-5-((2-amino-3-chloropyridin-4-yl)thio)pyrazin-2-yl)-3-Methyl-2-oxa-8-azaspiro[4.5]decane-4-yl)amino)methyl)-4-fluoro-1-oxoisoindoline-2-yl)piperidine